C(C)C(C(=O)N)C1=CC=C(C=C1)OC ethyl-p-methoxyphenylacetamide